N1C=NC2=C1C=CC(=C2)N2C(C(C2=O)CC(=O)[O-])C2=C(C=C(C=C2F)C=2C=NN(C2)C)F 1-(1H-benzo[d]imidazol-5-yl)-2-(2,6-difluoro-4-(1-methyl-1H-pyrazol-4-yl) phenyl)-4-oxoazetidin-3-ylacetate